2-hydroxy-N-(2-(2-oxoindol-5-yl)ethyl)propionamide butyl-(1S,5R)-3,6-diazabicyclo[3.2.0]heptane-6-carboxylate C(CCC)OC(=O)N1[C@H]2CNC[C@H]2C1.OC(C(=O)NCCC1=CC2=CC(N=C2C=C1)=O)C